C(C)C=1C=CC=2NC3=CC=C(C=C3SC2C1)CC 3,7-diethylphenothiazine